(1R,2S,3R,5R)-3-[4-amino-5-(1-benzylpyrazol-3-yl)-2-chloropyrrolo[2,3-d]pyrimidin-7-yl]-5-(aminomethyl)cyclopentane-1,2-diol NC=1C2=C(N=C(N1)Cl)N(C=C2C2=NN(C=C2)CC2=CC=CC=C2)[C@H]2[C@@H]([C@@H]([C@H](C2)CN)O)O